C(=O)OC1=C(C=C(C(=C1)Br)OC)F 5-Bromo-2-fluoro-4-methoxyphenyl formate